N[C@H](C(=O)N[C@H](C(=O)N[C@H](C(=O)NCCNC(=O)C1=C(C(=C(S1)NC(C(CC)C1=CC=C(C=C1)F)=O)C(=O)OC)C)C(C)C)C(C)C)C(C)C methyl 5-((2-((S)-2-((S)-2-((S)-2-amino-3-methylbutanamido)-3-methylbutanamido)-3-methylbutanamido)ethyl)carbamoyl)-2-(2-(4-fluorophenyl)butanamido)-4-methylthiophene-3-carboxylate